hexaneideal [C-](CCCCC)=O